2-{3-[4-(6-Fluoro-benzo[d]isoxazol-3-yl)-piperidin-1-yl]-propyl}-tetrahydro-pyrrolo[1,2-c]pyrimidine-1,3-dione FC1=CC2=C(C(=NO2)C2CCN(CC2)CCCN2C(N3C(CC2=O)CCC3)=O)C=C1